(phenylpyridinyl)indolocarbazole C1(=CC=CC=C1)C=1C(=NC=CC1)C1=C2C(=CC=C1)N=C1C=CC3=C4C=CC=CC4=NC3=C12